((2R,3S,4S,5R,6R)-3,4,5,6-tetrahydroxytetrahydro-2H-pyran-2-yl) methyl-5-amino-2-methylbenzoate CC=1C(=C(C(=O)O[C@H]2O[C@H]([C@@H]([C@@H]([C@@H]2O)O)O)O)C=C(C1)N)C